methoxyisoquinolin COC1=NC=CC2=CC=CC=C12